tert-butyl 4-(4-(4-chloroquinolin-6-yl)-3-fluorobenzyl)piperazine-1-carboxylate ClC1=CC=NC2=CC=C(C=C12)C1=C(C=C(CN2CCN(CC2)C(=O)OC(C)(C)C)C=C1)F